(4S)-4-(9H-fluoren-9-ylmethoxycarbonyl-amino)-5-[4-(hydroxymethyl)anilino]-5-oxo-pentanoic acid tert-butyl ester C(C)(C)(C)OC(CC[C@@H](C(=O)NC1=CC=C(C=C1)CO)NC(=O)OCC1C2=CC=CC=C2C=2C=CC=CC12)=O